(S)-N-(8,9-difluoro-6-oxo-1,4,5,6-tetrahydro-2H-pyrano[3,4-c]isoquinolin-1-yl)-2-(difluoromethyl)-3-methoxy-N-methyl-2H-indazole-5-carboxamide FC=1C(=CC=2C3=C(NC(C2C1)=O)COC[C@H]3N(C(=O)C3=CC1=C(N(N=C1C=C3)C(F)F)OC)C)F